((3S,4S)-4-(3,4,5-trifluorophenyl)piperidin-3-yl)-5,6-dihydrobenzo[f]pyrazolo[1,5-d][1,4]oxazepin-9-carboxamide FC=1C=C(C=C(C1F)F)[C@@H]1[C@H](CNCC1)C=1C=NN2CCOC3=C(C21)C=CC(=C3)C(=O)N